C(C)(=O)NC1=CC(=C(C=C1)C1=C2CN(C(C2=CC=C1)=O)C(C(=O)NC(C(=O)OC)=C)=C)C(F)(F)F methyl 2-(2-(4-(4-acetamido-2-(trifluoromethyl)phenyl)-1-oxoisoindolin-2-yl)acrylamido)acrylate